4-((5-methoxy-6-((5-methoxypyridin-2-yl)methoxy)pyridin-3-yl)methyl)-1,7-naphthyridine COC=1C=C(C=NC1OCC1=NC=C(C=C1)OC)CC1=CC=NC2=CN=CC=C12